N-((5-((4-(3-((2-((1S)-1-((tetrahydro-2H-pyran-2-yl)oxy)ethyl)-1H-imidazol-1-yl)methyl)isoxazol-5-yl)phenyl)ethynyl)pyridin-2-yl)methyl)-1,3,4-oxadiazol-2-amine O1C(CCCC1)O[C@@H](C)C=1N(C=CN1)CC1=NOC(=C1)C1=CC=C(C=C1)C#CC=1C=CC(=NC1)CNC=1OC=NN1